8-bromooctyl 2-hexyldecanoate C(CCCCC)C(C(=O)OCCCCCCCCBr)CCCCCCCC